C(#N)C1=CC(=C(C=C1)N1CC(N(C2(CC(C2)C(=O)N(C2COC2)C)C1=O)CC1=CC=C(C=C1)C(F)(F)F)=O)F 8-(4-cyano-2-fluorophenyl)-N-methyl-N-(oxetan-3-yl)-6,9-dioxo-5-(4-(trifluoromethyl)benzyl)-5,8-diazaspiro[3.5]nonane-2-carboxamide